2,4-diethylpyrimidine borate B(O)(O)O.C(C)C1=NC=CC(=N1)CC